5-(p-Chlorophenyl)-6-{1-[(2-naphthyl)methyl]-1H-pyrazol-4-yl}-4-pyrimidinylamine ClC1=CC=C(C=C1)C=1C(=NC=NC1C=1C=NN(C1)CC1=CC2=CC=CC=C2C=C1)N